C1(=CC=CC=C1)C1CC(C1)C(CN)N 1-(3-phenylcyclobutyl)ethane-1,2-diamine